COC=1C=C(C=C(C1OC)OC)N1C(C([C@@H]1C1=CC(=C(C=C1)OC)O)=C)=O (S)-1-(3,4,5-trimethoxyphenyl)-4-(3-hydroxy-4-methoxyphenyl)-3-methyleneazetidin-2-one